ClC1=CC=C(CN2C(=C(C3=CC(=CC=C23)C(C)C)S(=O)(=O)CC(C)(C)C)CC(C(=O)[O-])(C)C)C=C1 3-(1-(4-chlorobenzyl)-5-isopropyl-3-(neopentylsulfonyl)-1H-indol-2-yl)-2,2-dimethylpropionate